3-(5-(1,3,4-oxadiazol-2-yl)pyridin-3-yl)-4-methoxyphenyl cyclohexylcarbamate C1(CCCCC1)NC(OC1=CC(=C(C=C1)OC)C=1C=NC=C(C1)C=1OC=NN1)=O